4-(2-bromo-3-ethyl-4,6-difluoro-1H-indol-5-yl)piperidine-1-carboxylic acid tert-butyl ester C(C)(C)(C)OC(=O)N1CCC(CC1)C=1C(=C2C(=C(NC2=CC1F)Br)CC)F